(2S,5R)-5-(2-chlorophenyl)-1-(4-(6-methoxy-2-methylpyridin-3-yl)benzoyl)pyrrolidine-2-carboxylic acid ClC1=C(C=CC=C1)[C@H]1CC[C@H](N1C(C1=CC=C(C=C1)C=1C(=NC(=CC1)OC)C)=O)C(=O)O